S1C(=CC=C1)C1=NC(=NC=C1)NC=1C=C2C=C(NC2=CC1)C=O (5-((4-(thien-2-yl)pyrimidin-2-yl)amino)-1H-indol-2-yl)methanone